C(C=C)(=O)N1[C@H](COCC1)C (2R,3S)-4-acryloyl-3-methylmorpholin